4-amino-N-(5-(4,4-difluoropiperidin-1-yl)imidazo[1,2-c]pyrimidin-7-yl)-2-(6-azaspiro[2.5]octan-6-yl)benzamide NC1=CC(=C(C(=O)NC2=CC=3N(C(=N2)N2CCC(CC2)(F)F)C=CN3)C=C1)N1CCC3(CC3)CC1